C(#N)C(CNC=1C(=CC=C2C=CC(=CC12)C1=CC=CC(=N1)C(=O)NC1CCN(CC1)CCOC)OC)=C 6-{8-[(2-cyano-2-methylideneethyl)amino]-7-methoxynaphthalen-2-yl}-N-[1-(2-methoxyethyl)piperidin-4-yl]pyridine-2-carboxamide